C1=CC=CC2=C1C1=NC3=CC=CC=C3C1=CS2 benzothiopyrano[4,3-b]indole